tert-Butyl 3-(4-(5-(2,3-dimethylphenyl)-6-methoxy-1-(4-methoxybenzyl)-1H-pyrazolo[4,3-b]pyridin-3-yl)-1H-pyrazol-1-yl)azetidine-1-carboxylate CC1=C(C=CC=C1C)C1=C(C=C2C(=N1)C(=NN2CC2=CC=C(C=C2)OC)C=2C=NN(C2)C2CN(C2)C(=O)OC(C)(C)C)OC